COC(C1=CC(=C(C=C1[N+](=O)[O-])F)F)=O 3,4-difluoro-6-nitrobenzoic acid methyl ester